C(C1=C(C(=CC(=C1)CC)C(C)(C)C)O)C1=C(C(=CC(=C1)CC)C(C)(C)C)O 2,2'-methylene-bis-(6-tert-butyl-4-ethylphenol)